(S)-(+)-tert-leucinol N[C@@H](C(C)(C)C)CO